C(C)(C)C1C(CC(CC1)C)C(COCCC)(COCCC)CCC(Cl)(F)F 2-(2-isopropyl-5-methylcyclohexyl)-2-(3,3-difluoro-3-chloro-propyl)-1,3-dipropoxypropane